7-bromo-2-methyl-N-[(1R,3S)-3-{[6-methyl-2-(trifluoromethyl)quinolin-4-yl]amino}cyclohexyl]imidazo[1,2-a]pyridine-3-carboxamide BrC1=CC=2N(C=C1)C(=C(N2)C)C(=O)N[C@H]2C[C@H](CCC2)NC2=CC(=NC1=CC=C(C=C21)C)C(F)(F)F